(S)-7-bromo-6-fluoro-10-methyl-9,10-dihydro-8-oxa-2,4,10a-triazanaphtho[2,1,8-cde]azulen-1(2H)-one BrC1=C(C=C2N=CC=3NC(N4[C@H](COC1=C2C34)C)=O)F